tributylhexylphosphine bis(trifluoromethanesulfonyl)imide salt [N-](S(=O)(=O)C(F)(F)F)S(=O)(=O)C(F)(F)F.C(CCC)C(CCCCCP)(CCCC)CCCC